FC(C=1C(=C(C=CC1)[C@@H](C)NC=1C2=C(N=C(N1)C)C=NC(=C2)N2C[C@@H]1N(CC[C@@H]1C2)C)F)F N-{(1R)-1-[3-(difluoromethyl)-2-fluorophenyl]ethyl}-2-methyl-6-[(3aR,6aR)-1-methylhexahydropyrrolo[3,4-b]pyrrol-5(1H)-yl]pyrido[3,4-d]pyrimidin-4-amine